C1OCCN2C1CCC2=O hexahydro-6H-pyrrolo[2,1-c][1,4]oxazin-6-one